methyl 2-((4-(2,4-dihydroxyphenyl)thiazol-2-yl)amino)-2-oxoacetate OC1=C(C=CC(=C1)O)C=1N=C(SC1)NC(C(=O)OC)=O